C12(CCCCC2CCCC1)C1CCCC2CCCCC12 bicyclo[4.4.0]decyl-(decalin)